2-[[2-(2-isopropylphenyl)pyrrolo[3,2-d]pyrimidin-5-yl]methoxy]ethyl-trimethyl-silane C(C)(C)C1=C(C=CC=C1)C=1N=CC2=C(N1)C=CN2COCC[Si](C)(C)C